CC1=C(C2=CC=CC=C2C=C1)N1C(C=2CCCCC2C1=O)=O 2-(2-methylnaphthalen-1-yl)-4,5,6,7-tetrahydro-1H-isoindole-1,3(2H)-dione